C1(=C(C(=CC=C1)C(=O)N)C1=C(C=CC=C1C=1C(=CC=CC1)\C=C\C(=O)C1=CC=CC=C1)\C=C\C(=O)C1=CC=CC=C1)\C=C\C(=O)C1=CC=CC=C1 ter-chalcoNFormylamine